N1(C=NC=C1)C1=C(CN(CC=2C=C3C=NN(C3=CC2)C)CC2=CC=C(CNC(=O)C3=C(C=C(C(=C3)OC)OC)NC(=O)C=3OC4=CC=CC=C4C(C3)=O)C=C2)C=CC=C1 N-(2-((4-(((2-(1H-Imidazol-1-yl)benzyl)((1-methyl-1H-indazol-5-yl)methyl)amino)methyl)benzyl)carbamoyl)-4,5-dimethoxyphenyl)-4-oxo-4H-chromene-2-carboxamide